CC(CCCCCCCC=CCC)O 10-tridecene-2-ol